CC1(CN(CCO1)C1=NC=C(C=C1C(=O)NC1=CC(=NC=C1)S(N)(=O)=O)C(F)(F)F)C 2-(2,2-dimethylmorpholin-4-yl)-N-(2-sulfamoyl-4-pyridyl)-5-(trifluoromethyl)pyridine-3-carboxamide